(S)-8-((3S,5R)-4-acryloyl-3,5-dimethylpiperazin-1-yl)-11-(4-fluorophenyl)-3-(methoxymethyl)-10-(trifluoromethyl)-3,4-dihydro-2H,6H-[1,4]thiazepino[2,3,4-ij]quinazolin-6-one C(C=C)(=O)N1[C@H](CN(C[C@H]1C)C1=NC(N2C3=C(C(=C(C=C13)C(F)(F)F)C1=CC=C(C=C1)F)SC[C@@H](C2)COC)=O)C